ClC1=C(C=C(C=C1)[C@@H](CC(=O)O)C1CC1)NC[C@H]([C@H](C(F)(F)F)C)C=1C=C2C=NN(C2=CC1)C (S)-3-(4-chloro-3-((2R,3R)-4,4,4-trifluoro-3-methyl-2-(1-methyl-1H-indazol-5-yl)Butylamino)phenyl)-3-cyclopropylpropionic acid